4-((2-ethyl-4-phenylthiazol-5-yl)oxy)-N-(4-(3-(methylamino)pyrrolidin-1-yl)phenyl)pyridine-2-Amine C(C)C=1SC(=C(N1)C1=CC=CC=C1)OC1=CC(=NC=C1)NC1=CC=C(C=C1)N1CC(CC1)NC